9-(2-Isopropoxyethyl)-4-isopropyl-2-methyl-1-oxa-4,9-diazaspiro[5.5]undecan-3-on C(C)(C)OCCN1CCC2(CN(C(C(O2)C)=O)C(C)C)CC1